1-{4-[(2S)-2,3-dihydro-1,4-benzodioxin-2-yl]benzyl}-N,N-dimethylpiperidine-4-carboxamide O1[C@H](COC2=C1C=CC=C2)C2=CC=C(CN1CCC(CC1)C(=O)N(C)C)C=C2